benzyl 2-hydroxy-8-azabicyclo[3.2.1]octane-8-carboxylate OC1C2CCC(CC1)N2C(=O)OCC2=CC=CC=C2